C1(CC1)C=1C=C2C(=NC1)N(C=N2)CC2=CC1=C(OC(CO1)C=1C=NN(C1)C)C(=C2)OC 6-cyclopropyl-3-((8-methoxy-2-(1-methyl-1H-pyrazol-4-yl)-2,3-dihydrobenzo[b][1,4]dioxin-6-yl)methyl)-3H-imidazo[4,5-b]pyridine